5-(imidazo[1,2-a]pyridin-8-ylmethoxy)-2-methylisonicotinaldehyde N=1C=CN2C1C(=CC=C2)COC2=CN=C(C=C2C=O)C